FC1=C(C(=O)O)C=CC(=C1)C(NS(=O)(=O)N1CCC(CC1)F)=O 2-fluoro-4-(((4-fluoropiperidin-1-yl)sulfonyl)carbamoyl)benzoic acid